4-[2-[6-Carbamoyl-1-[[(2S,3S,4S)-3-ethyl-4-fluoro-5-oxo-pyrrolidin-2-yl]methoxy]-7-methoxy-4-isoquinolyl]ethynyl]cyclohexanecarboxylic Acid C(N)(=O)C=1C=C2C(=CN=C(C2=CC1OC)OC[C@H]1NC([C@H]([C@H]1CC)F)=O)C#CC1CCC(CC1)C(=O)O